6-fluoro-1,3-dihydrobenzo[c]isothiazole 2,2-dioxide FC=1C=CC2=C(NS(C2)(=O)=O)C1